N1C[C@H](CC1)N1N=CC2=C(C=CC=C12)N1C(NC(CC1)=O)=O (S)-1-(1-(Pyrrolidin-3-yl)-1H-indazol-4-yl)dihydropyrimidine-2,4(1H,3H)-dione